OC(C)(C)C=1C=C(C(=O)O)C=CN1 2-(2-Hydroxy-prop-2-yl)isonicotinic acid